(RS)-4-(2-acryloyl-1,2,3,4-tetrahydroisoquinolin-5-yl)-3-cyclopropyl-5-fluoro-2-methyl-1H-indole-7-carboxamide C(C=C)(=O)N1CC2=CC=CC(=C2CC1)C1=C2C(=C(NC2=C(C=C1F)C(=O)N)C)C1CC1